1-amino-4-methyl-piperazine NN1CCN(CC1)C